3,6-dioxaheptanol C(COCCOC)O